N-{4-[(7-{8-methyl-1H,2H,3H-pyrido[2,3-b][1,4]oxazin-7-yl}-5H,6H,7H,8H-pyrido[3,4-d]pyrimidin-2-yl)amino]phenyl}-2-(morpholin-4-yl)acetamide CC1=C(C=NC=2OCCNC21)N2CC=1N=C(N=CC1CC2)NC2=CC=C(C=C2)NC(CN2CCOCC2)=O